(6-fluoro-4-iodopyridin-2-yl)morpholin-3-one FC1=CC(=CC(=N1)N1C(COCC1)=O)I